ClC1=NC=C2C(=N1)N(N=C2)C2CCC(CC2)C(=O)OC methyl (1r,4r)-4-(6-chloro-1H-pyrazolo[3,4-d]pyrimidin-1-yl)cyclohexane-1-carboxylate